4-[(Z)-(1S,5R,6R,7R)-6-[(1E,3R,4R)-3-hydroxy-4-(m-tolyl)-1-pentenyl]-7-hydroxy-2-oxa-4,4-difluoro-bicyclo[3.3.0]oct-3-ylidene]-1-(tetrazol-5-yl)butane O[C@H](/C=C/[C@@H]1[C@H]2C(/C(/O[C@H]2C[C@H]1O)=C/CCCC1=NN=NN1)(F)F)[C@H](C)C=1C=C(C=CC1)C